6-Methyl-3-(4-(2-oxa-8-azaspiro[4.5]dec-8-ylmethyl)phenyl)-1H-pyrrolo[2,3-c]pyridin-7(6H)-one CN1C(C2=C(C=C1)C(=CN2)C2=CC=C(C=C2)CN2CCC1(CCOC1)CC2)=O